3-((5-amino-8-(4-(morpholine-4-carbonyl)phenyl)pyrido[4,3-d]pyrimidin-2-yl)amino)pyrrolidine NC1=NC=C(C=2N=C(N=CC21)NC2CNCC2)C2=CC=C(C=C2)C(=O)N2CCOCC2